N,N'-(5-Amino-3-iminopyridin-2,6(1H,3H)-diyliden)bis{2-[2-(4-methylpiperazin-1-yl)ethoxy]pyrazolo[1,5-a]pyridin-3-amin} NC1=CC(C(NC1=NC=1C(=NN2C1C=CC=C2)OCCN2CCN(CC2)C)=NC=2C(=NN1C2C=CC=C1)OCCN1CCN(CC1)C)=N